COC(C1=CN=C(C=C1C=O)Cl)=O 6-chloro-4-formylnicotinic acid methyl ester